tert-butyl 2-(2-((2,5-dioxopyrrolidin-1-yl)oxy)-2-oxoethoxy)acetate O=C1N(C(CC1)=O)OC(COCC(=O)OC(C)(C)C)=O